N-(2,4-DIMETHOXYBENZYL)OXAZOL-2-AMINE COC1=C(CNC=2OC=CN2)C=CC(=C1)OC